CC=1C=CC=C2C(NC(=NC12)CSC1CCN(CC1)CCCNC(OC(C)(C)C)=O)=O tert-Butyl (3-(4-(((8-methyl-4-oxo-3,4-dihydroquinazolin-2-yl)methyl)thio)piperidin-1-yl) propyl)carbamate